4-amino-N-((3R)-5,6-dichloro-2,3-dihydro-1-benzofuran-3-yl)-N-methyl-1,3-dihydrofuro[3,4-c][1,7]naphthyridine-8-carboxamide NC1=NC=2C=NC(=CC2C2=C1COC2)C(=O)N(C)[C@H]2COC1=C2C=C(C(=C1)Cl)Cl